F[C@]1([C@H]([C@H]([C@@H](O1)N1C=C(C2=C1N=CNC2=O)C#N)O)O)CO 7-((2R,3R,4S,5S)-5-fluoro-3,4-dihydroxy-5-(hydroxymethyl)tetrahydrofuran-2-yl)-4-oxo-4,7-dihydro-3H-pyrrolo[2,3-d]pyrimidine-5-carbonitrile